5-((4,6-difluoro-5-(4'-(1-(2,2,2-trifluoroethyl)piperidin-4-yl)-[1,1'-biphenyl]-4-yl)-1H-benzo[d]imidazol-2-yl)oxy)-2-methylbenzoic acid FC1=C(C(=CC=2NC(=NC21)OC=2C=CC(=C(C(=O)O)C2)C)F)C2=CC=C(C=C2)C2=CC=C(C=C2)C2CCN(CC2)CC(F)(F)F